ethyl 4-(3,5-difluoro-3'-propoxy-biphenyl-4-yloxy)-butyrate FC=1C=C(C=C(C1OCCCC(=O)OCC)F)C1=CC(=CC=C1)OCCC